tert-butyl (3S)-3-({5-[2-(difluoromethyl)-1-methyl-1H-imidazol-4-yl]-6-methylpyridin-2-yl}amino)pyrrolidine-1-carboxylate FC(C=1N(C=C(N1)C=1C=CC(=NC1C)N[C@@H]1CN(CC1)C(=O)OC(C)(C)C)C)F